C(C)(C)C1=CC2=C(N=C(S2)N)C=C1 6-isopropyl-benzo[d]thiazol-2-amine